BrC=1C(=CC(=NC1)Cl)F 5-bromo-2-chloro-4-fluoropyridine